1-[6-(3-Heptylphenyl)hexanoyl]azetidin-3-yl dihydrogen phosphate ammonium salt [NH4+].P(=O)(OC1CN(C1)C(CCCCCC1=CC(=CC=C1)CCCCCCC)=O)(O)O